allyl 3,5-dimethylpyrazole-1-carboxylate CC1=NN(C(=C1)C)C(=O)OCC=C